FC(C(=O)[O-])(F)F.FC1(CCC(CC1)[C@H]([NH3+])C=1N=C2N(N=CC(=C2)CC2C(NC3(CC3)C2)=O)C1)F (1S)-(4,4-difluorocyclohexyl)(7-((5-oxo-4-azaspiro[2.4]heptan-6-yl)methyl)imidazo[1,2-b]pyridazin-2-yl)methanaminium 2,2,2-trifluoroacetate